rac-(1r,2r,3s,4r,5s)-N-(2-cyano-5-(trifluoromethyl)phenyl)-5-hydroxy-3-(2-methoxypyridin-4-yl)-7-oxabicyclo[2.2.1]heptane-2-carboxamide C(#N)C1=C(C=C(C=C1)C(F)(F)F)NC(=O)[C@H]1[C@H]2C[C@@H]([C@@H]([C@@H]1C1=CC(=NC=C1)OC)O2)O |r|